N-(2-(pyridin-2-yl)ethyl)-3-phenyl-1,2,4-oxadiazole-5-carboxamide N1=C(C=CC=C1)CCNC(=O)C1=NC(=NO1)C1=CC=CC=C1